C(C)C=1C(NC=2C=C(C=NC2C1)CN1C[C@@H]2N(C3=C(OCC2)N=C(C=C3)C(=O)NC)CC1)=O |r| (±)-3-((7-Ethyl-6-oxo-5,6-dihydro-1,5-naphthyridin-3-yl)methyl)-N-methyl-2,3,4,4a,5,6-hexahydro-1H-pyrazino[1,2-d]pyrido[2,3-b][1,4]oxazepine-9-carboxamide